ClC=1C=CC2=C(C(C[C@@H](O2)C(=O)NC23CC(C2)(C3)C=3C=NN(C3)[C@@H]3C[C@@H](C3)OC(F)(F)F)=O)C1 (2R)-6-chloro-4-oxo-N-(3-{1-[cis-3-(trifluoromethoxy)cyclobutyl]-1H-pyrazol-4-yl}bicyclo[1.1.1]pent-1-yl)-3,4-dihydro-2H-1-benzopyran-2-carboxamide